BrC1=C(C=C(C=C1)F)C=1N(C=CN1)C 2-(2-bromo-5-fluorophenyl)-1-methylimidazole